2-(N-morpholinyl)ethanesulfonic acid hydrate O.N1(CCOCC1)CCS(=O)(=O)O